NC1CCC(CC1)CC1CCC(CC1)N di-(4-aminocyclohexyl)-methane